BrC=1C(=NC=C(C1)F)N1N=CC(=C1C(F)(F)F)C(=O)O 1-(3-bromo-5-fluoropyridin-2-yl)-5-(trifluoromethyl)-1H-pyrazole-4-carboxylic acid